BrC=1C(=C(C=C(C1)O)C(CCl)=O)O 1-(3-bromo-2,5-dihydroxyphenyl)-2-chloroethane-1-one